Lycopen CC(C)=CCC\C(\C)=C\C=C\C(\C)=C\C=C\C(\C)=C\C=C\C=C(/C)\C=C\C=C(/C)\C=C\C=C(/C)\CCC=C(C)C